C(C)(=O)N1CC[C@@H]2N(C([C@H](C1)NC(=O)C1=CC3=C(S1)C=CC(=C3)C(F)(F)P(O)(O)=O)=O)[C@@H](CC2)C(N(C(C)C)C2=CC=C(C=C2)Cl)=O ((2-(((5S,8S,10aR)-3-acetyl-8-((4-chlorophenyl)(isopropyl)carbamoyl)-6-oxodecahydropyrrolo[1,2-a][1,5]diazocin-5-yl)carbamoyl)benzo[b]thiophen-5-yl)difluoromethyl)phosphonic acid